tert-butyl N-[3-[[3-[3-[(4-methoxyphenyl)methyl]-2,4-dioxo-hexahydropyrimidin-1-yl] imidazo[1,2-a]pyridin-7-yl]amino]propyl]carbamate COC1=CC=C(C=C1)CN1C(N(CCC1=O)C1=CN=C2N1C=CC(=C2)NCCCNC(OC(C)(C)C)=O)=O